FC(C1=C(C=C(C(=C1)C(F)(F)F)C(F)(F)F)O)(F)F 2,4,5-tris(trifluoromethyl)phenol